C(C)OC(=O)C1=C(C2=CC=C(C=C2C=C1CC)C(=O)OCC)CC diethyl-2,6-naphthalenedicarboxylic acid diethyl ester